[3-(ethoxycarbonyl)propyl]triphenylphosphonium bromide [Br-].C(C)OC(=O)CCC[P+](C1=CC=CC=C1)(C1=CC=CC=C1)C1=CC=CC=C1